4-(2-amino-5-bromo-3-fluorophenyl)-5,5-dimethylmorpholin-3-one NC1=C(C=C(C=C1F)Br)N1C(COCC1(C)C)=O